O[C@H](C)[C@@H]1N(C[C@H](CC1)NC=1C2=C(N=CN1)NC=C2)C(C=C)=O |r| Trans-racemic-1-[2-[(1R)-1-hydroxyethyl]-5-(7H-pyrrolo[2,3-d]pyrimidin-4-ylamino)piperidin-1-yl]prop-2-en-1-one